C(C)C(C(=O)[O-])CCCCCCC 2-ethylnonanoate